CYCLOPROPYL-ETHYLENE C1(CC1)C=C